C1(CCCC1)NC1=NC=C(C(=O)NC2=NC=3C(=C(C=CC3C=3N2CCN3)OCCCN3CCOCC3)OC)C=C1 6-(cyclopentylamino)-N-[7-methoxy-8-(3-morpholin-4-ylpropoxy)-2,3-dihydroimidazo[1,2-c]quinazolin-5-yl]nicotinamide